O1C[C@H](CC1)N1N=C2C(N=C(C=C2)C(C#CC(=O)N)C)=C1 2-[(3S)-oxolan-3-yl]pyrazolo[4,3-b]pyridin-5-ylpent-2-ynamide